CC1N(CCNC1)C1=CC=C(C=N1)C#N 6-(2-Methylpiperazin-1-yl)pyridine-3-carbonitrile